2-METHYL-PENT-4-ENAL CC(C=O)CC=C